2-(2-Chloro-5-isopropyl-8-oxothieno[2',3':4,5]pyrrolo[1,2-d][1,2,4]triazin-7(8H)-yl)-N-(5-fluoropyrimidin-4-yl)acetamid ClC1=CC2=C(C=C3N2C(=NN(C3=O)CC(=O)NC3=NC=NC=C3F)C(C)C)S1